isopropyl myristate octyl-dodecyl-myristate C(CCCCCCC)C(C(=O)O)(CCCCCCCCCCCC)CCCCCCCCCCCC.C(CCCCCCCCCCCCC)(=O)OC(C)C